C(CCC)OC1=C(C=CC=C1)[S+](C1=C(C=CC=C1)OCCCC)C1=C(C=CC=C1)OCCCC tris(butoxyphenyl)sulfonium